2-(3-(methylcarbamoyl)-1H-indazol-6-yl)-N-(3-phenylbutyl)thiazole-4-carboxamide CNC(=O)C1=NNC2=CC(=CC=C12)C=1SC=C(N1)C(=O)NCCC(C)C1=CC=CC=C1